C(=CC)[C@H]1C([C@@H]1C(=O)OCC1=C(C(=C(C(=C1F)F)C#C)F)Cl)(C)C 2-chloro-4-ethynyl-3,5,6-trifluorobenzyl (1R)-trans-3-(1-propenyl)-2,2-dimethylcyclopropanecarboxylate